C(C)C(CN1N=C(CC1=O)CN(C(OC(C)(C)C)=O)C)CC tert-Butyl {[1-(2-ethylbutyl)-5-oxo-4,5-dihydro-1H-pyrazol-3-yl]methyl}methylcarbamate